N[C@@H]1C[C@H](C1)NC1=NN2C(C=N1)=C(C=C2)C=2C=CC=1N(C2)C(=CN1)C(=O)N1CCCC1 (6-(2-((trans-3-aminocyclobutyl)amino)pyrrolo[2,1-f][1,2,4]triazin-5-yl)imidazo[1,2-a]pyridin-3-yl)(pyrrolidin-1-yl)methanone